2-Hydroxy-5-methanesulfonylbenzoic acid OC1=C(C(=O)O)C=C(C=C1)S(=O)(=O)C